C(CCCCCCCC=CC=CC=CCCCC)(=O)OCCCCCCCC\C=C/CCCCCC palmitoleyl eleostearate